C(C)OC(=O)C1=CC(=NN1C)C 1,3-dimethyl-1H-pyrazole-5-carboxylic acid ethyl ester